CC1(CC2=NC=C(C=C2CO1)B1OC(C(O1)(C)C)(C)C)C 7,7-dimethyl-3-(4,4,5,5-tetramethyl-1,3,2-dioxaborolan-2-yl)-5,8-dihydropyrano[4,3-b]pyridine